2-[[4-[6-[(4-cyano-2-fluoro-phenyl)methoxy]-2-pyridinyl]-2,5-difluoro-phenyl]methyl]-3-[(3r,4s)-4-methoxypyrrolidin-3-yl]benzimidazole-5-carboxylic acid C(#N)C1=CC(=C(C=C1)COC1=CC=CC(=N1)C1=CC(=C(C=C1F)CC=1N(C2=C(N1)C=CC(=C2)C(=O)O)[C@@H]2CNC[C@@H]2OC)F)F